3-(3-amino-4-methoxyphenoxy)butane-1-sulfonic acid NC=1C=C(OC(CCS(=O)(=O)O)C)C=CC1OC